(1R,2S,5S)-N-(1-Cyano-2-(7-methyl-2-oxo-1,2-dihydroquinolin-3-yl)ethyl)-3-((S)-3,3-dimethyl-2-(2,2,2-trifluoroacetamido)butanoyl)-6,6-dimethyl-3-azabicyclo[3.1.0]hexane-2-carboxamide C(#N)C(CC=1C(NC2=CC(=CC=C2C1)C)=O)NC(=O)[C@@H]1[C@H]2C([C@H]2CN1C([C@H](C(C)(C)C)NC(C(F)(F)F)=O)=O)(C)C